4-dimethylamino-butan CN(CCCC)C